N1N=CC2=C(C=CC=C12)SC1=C(N=C(N(C1=C=O)C)N1CCC2(CCC[C@H]2N[S@](=O)C(C)(C)C)CC1)N (R)-N-((R)-8-(5-((1H-indazol-4-yl)thio)-4-amino-1-methyl-6-carbonyl-1,6-dihydropyrimidin-2-yl)-8-azaspiro[4.5]decan-1-yl)-2-methylpropane-2-sulfinamide